CN1N=CC=C1 1-methyl-pyrazol